p-bromophenylsulfonate BrC1=CC=C(C=C1)S(=O)(=O)[O-]